3-{5-[5-(6-methoxypyridin-2-yl)-3H-1,2,4-triazol-3-yl]-1-oxo-3H-isoindol-2-yl}piperidine-2,6-dione COC1=CC=CC(=N1)C1=NC(N=N1)C=1C=C2CN(C(C2=CC1)=O)C1C(NC(CC1)=O)=O